5-glucosylmethylcytosine C1([C@H](O)[C@@H](O)[C@H](O)[C@H](O1)CO)CC=1C(=NC(NC1)=O)N